O=C1C2(CN(C2)C(=O)OC(C)(C)C)C(CN1CC1=CN=CS1)C(=O)OCC 2-(tert-butyl) 8-ethyl 5-oxo-6-(thiazol-5-ylmethyl)-2,6-diazaspiro[3.4]octane-2,8-dicarboxylate